BrC1=CC=C(C=N1)C1=NC2=CC(=CC=C2C(=C1)C(=O)O)Cl 2-(6-bromopyridin-3-yl)-7-chloroquinoline-4-carboxylic acid